1-(4-(7-(6-amino-3-(trifluoromethyl)pyridin-2-yl)-6-chloro-2-((4,4-difluoro-1,2-dimethylpyrrolidin-2-yl)methoxy)quinazolin-4-yl)piperazin-1-yl)prop-2-en-1-one NC1=CC=C(C(=N1)C1=C(C=C2C(=NC(=NC2=C1)OCC1(N(CC(C1)(F)F)C)C)N1CCN(CC1)C(C=C)=O)Cl)C(F)(F)F